(3S,4S)-4-fluoro-3-hydroxypiperidine-1-carboxylic acid tert-butyl ester C(C)(C)(C)OC(=O)N1C[C@@H]([C@H](CC1)F)O